5-bromo-7-fluoro-2,6-dimethyl-2H-indazole BrC1=CC2=CN(N=C2C(=C1C)F)C